[Na]OS(=O)(=O)CCCCCC(=O)OCC ethyl 6-(sodiooxysulfonyl)hexanoate